CS[O-] methanesulfenate